ClC1=C(N(C(C2=C(C=CC=C12)C1=CC(=C(C=C1)OC(F)(F)F)OC)=O)C1=CC=CC=C1)[C@H](C)NC=1C2=C(N=CN1)NC=CC2=O (S)-4-((1-(4-chloro-8-(3-methoxy-4-(trifluoromethoxy)phenyl)-1-oxo-2-phenyl-1,2-dihydroisoquinolin-3-yl)ethyl)amino)pyrido[2,3-d]pyrimidin-5(8H)-one